N[C@H](CO)C(=O)O (d)-Serine